C(#N)C1(CC1)NC([C@H](CC=1OC2=C(N1)C=CC(=C2)C2=CC(=NC=C2)C(F)F)NC(=O)C2=CC(=NN2C2CC2)C2(CC2)C)=O (S)-N-(1-((1-cyanocyclopropyl)amino)-3-(6-(2-(difluoromethyl)pyridin-4-yl)benzo[d]oxazol-2-yl)-1-oxopropan-2-yl)-1-cyclopropyl-3-(1-methylcyclopropyl)-1H-pyrazole-5-carboxamide